CC(CN1N=C(C2=NC(=CC=C21)N2[C@@H](COCC2)C)C2=NN(C=C2)C2OCCCC2)(C)O 2-methyl-1-{5-[(3R)-3-methylmorpholin-4-yl]-3-[1-(oxan-2-yl)-1H-pyrazol-3-yl]-1H-pyrazolo[4,3-b]pyridin-1-yl}propan-2-ol